[N+](=O)([O-])C=1C=C2C(C(=O)N(C2=O)C2=CC(=CC=C2)N2C(C=3C(C2=O)=CC(=CC3)[N+](=O)[O-])=O)=CC1 1,3-bis(4-nitrophthalimido)benzene